ClC=1C=CC2=C(N=C(O2)SCC2=CC=C(C=C2)C(F)(F)F)C1 5-chloro-2-((4-(trifluoromethyl)benzyl)thio)benzo[d]oxazole